2-amino-5-fluoro-4-iodophenol NC1=C(C=C(C(=C1)I)F)O